N-(4-((4-(ethoxymethyl)-4-(2-methoxy-phenethyl)piperidin-1-yl)methyl)phenyl)acetamide C(C)OCC1(CCN(CC1)CC1=CC=C(C=C1)NC(C)=O)CCC1=C(C=CC=C1)OC